OC1=C(CNCCC2=C(C=C(C(=C2)OC)Br)OC)C=CC=C1 N-(2-hydroxybenzyl)-2,5-dimethoxy-4-bromo-phenethyl-amine